8-amino-3-(5-(N-((3S,6R)-6-(cyanomethyl)tetrahydro-2H-pyran-3-yl)sulfamoyl)-2-methylphenyl)-N-(3,3-difluorocyclobutyl)imidazo[1,2-a]pyrazine-6-carboxamide trifluoroacetate salt FC(C(=O)O)(F)F.NC=1C=2N(C=C(N1)C(=O)NC1CC(C1)(F)F)C(=CN2)C2=C(C=CC(=C2)S(N[C@@H]2CO[C@H](CC2)CC#N)(=O)=O)C